(1-bromo-3-ethoxy-2,3-dioxopropyl)azetidine-1-carboxylic acid tert-butyl ester C(C)(C)(C)OC(=O)N1C(CC1)C(C(C(=O)OCC)=O)Br